FC=1C=C(C=CC1)C=1N=CC(=NC1)N 5-(3-fluorophenyl)pyrazin-2-amine